C=C1CN2CC3(CC2(C1)C(=O)OC)CC3 methyl 6'-methylenedihydro-1'H,3'H-spiro[cyclopropane-1,2'-pyrrolizin]-7a'(5'H)-carboxylate